dimethyl D-glutamate N[C@H](CCC(=O)OC)C(=O)OC